FC1=C(C=C(C=C1)F)N1C(C(=C2N1CCCC2)C(=O)NC2=CC(=C(C=C2)OC2=NC=NC1=CC(=C(C=C21)OCCOC)OCCOC)C(F)(F)F)=O (2,5-difluorophenyl)-N-(4-((6,7-bis(2-methoxyethoxy)quinazolin-4-yl)oxy)-3-trifluoromethylphenyl)-2-oxo-1,2,4,5,6,7-hexahydropyrazolo[1,5-a]pyridine-3-carboxamide